8-Isopropyl-2-methylsulfonyl-pyrido[2,3-d]pyrimidin-7-one C(C)(C)N1C(C=CC2=C1N=C(N=C2)S(=O)(=O)C)=O